N-Methyl-1-naphthylmethylamin CNCC1=CC=CC2=CC=CC=C12